N-(2-chloro-4-{[2-(5-{[(2-methoxyethyl)amino]methyl}pyridin-2-yl)thieno[3,2-b]pyridine-7-yl]oxy}phenyl)-1-(4-fluorophenyl)-4-methoxy-2-oxo-1,2-dihydropyridine-3-carboxamide ClC1=C(C=CC(=C1)OC1=C2C(=NC=C1)C=C(S2)C2=NC=C(C=C2)CNCCOC)NC(=O)C=2C(N(C=CC2OC)C2=CC=C(C=C2)F)=O